[(2S,5R)-5-(5-amino-7,9-difluoro[1,2,4]triazolo[1,5-c]quinazolin-2-yl)-2-methylpiperidin-1-yl]{4-[(1R)-1-amino-2,2,2-trifluoroethyl]phenyl}methanone NC1=NC=2C(=CC(=CC2C=2N1N=C(N2)[C@@H]2CC[C@@H](N(C2)C(=O)C2=CC=C(C=C2)[C@H](C(F)(F)F)N)C)F)F